C(C)(C)(C)OC(=O)N1C=CC2=CC=CC(=C12)OC1=CC(=C(C=C1)C(=O)C1=CNC=2N=CN=C(C21)N[C@H]2CO[C@@H](CC2)CO)Cl 7-(3-chloro-4-(4-(((3R,6S)-6-(hydroxymethyl)tetrahydro-2H-pyran-3-yl)amino)-7H-pyrrolo[2,3-d]pyrimidine-5-carbonyl)phenoxy)-1H-indole-1-carboxylic acid tert-butyl ester